CC=1N=CSC1C1=CC=C(C=C1)CN (4-(4-methylthiazol-5-yl)phenyl)methanamine